C(C=C)(=O)N1[C@@H]2[C@@H](OC[C@H]1CCC2)C2=CC(=NC(=C2)Cl)C2=CC(=NC=N2)C(=O)NC 6-(4-((1S,2S,5R)-9-acryloyl-3-oxa-9-azabicyclo[3.3.1]nonan-2-yl)-6-chloropyridin-2-yl)-N-methylpyrimidine-4-carboxamide